tert-butyl N-[[4-[[7-[bis[(2,4-dimethoxyphenyl)methyl]amino]-4-isopropoxy-2-propylsulfanyl-imidazo[4,5-d]pyridazin-3-yl]methyl]phenyl]methyl]carbamate COC1=C(C=CC(=C1)OC)CN(C=1N=NC(=C2C1N=C(N2CC2=CC=C(C=C2)CNC(OC(C)(C)C)=O)SCCC)OC(C)C)CC2=C(C=C(C=C2)OC)OC